O1COCC2=C1C=CC=C2 benzo1,3-dioxan